tert-butyl 4-(7-bromo-5-fluoro-4-oxoquinazolin-3-yl)piperidine-1-carboxylate BrC1=CC(=C2C(N(C=NC2=C1)C1CCN(CC1)C(=O)OC(C)(C)C)=O)F